N-methyl-amino alcohol CNO